O=C1N(C=CC(N1)=O)CC1=CC=C(C(=O)NCC2=CC=C(C=C2)F)C=C1 4-((2,4-dioxo-3,4-dihydropyrimidin-1(2H)-yl)methyl)-N-(4-fluorobenzyl)benzamide